CC=1C=C(C2=CC=C(C=C2C1)C)O 3,6-dimethylnaphthalen-1-ol